[Al].[In].[Co] cobalt indium aluminum